FC(C1=CC(=NC=C1)N1C(NCC1)=O)(F)F (4-(trifluoromethyl)pyridin-2-yl)imidazolidin-2-one